4-fluoro-2-(1-(2-((tetrahydro-2H-pyran-2-yl)oxy)ethyl)-1H-pyrazol-4-yl)pyridine rac-tert-butyl-(3-((1S*,2S*)-2-(4-methylpyrimidin-2-yl)cyclopropyl)quinoxalin-6-yl)carbamate C(C)(C)(C)N(C(O)=O)C=1C=C2N=C(C=NC2=CC1)[C@@H]1[C@H](C1)C1=NC=CC(=N1)C.FC1=CC(=NC=C1)C=1C=NN(C1)CCOC1OCCCC1 |r|